methacryloxyammonium bromide [Br-].C(C(=C)C)(=O)O[NH3+]